6-bromo-4-(4-(pyridin-2-yl)-1,4-diazepan-1-yl)quinazoline BrC=1C=C2C(=NC=NC2=CC1)N1CCN(CCC1)C1=NC=CC=C1